(2S)-3-(3-bromo-4-fluoro-5,6-dihydro-2H-pyridin-1-yl)-2-[(tert-butoxycarbonyl)amino]propionic acid BrC=1CN(CCC1F)C[C@@H](C(=O)O)NC(=O)OC(C)(C)C